CC1=NC=CC(=C1O)O 2-Methylpyridine-3,4-diol